C1(CC1)OC1=NN(C=C1NC=O)C(C)C N-(3-cyclopropoxy-1-isopropyl-1H-pyrazol-4-yl)formamide